1-cyclobutyl-4-((5-phenylpyrazin-2-yl)methyl)piperazine-2,3-dione C1(CCC1)N1C(C(N(CC1)CC1=NC=C(N=C1)C1=CC=CC=C1)=O)=O